C12=CC=CC=C2O[Si-]2(O1)(OC=1C=CC=CC1O2)CCCC#N 4-spiro[7,9-dioxa-8-silanuidabicyclo[4.3.0]nona-1(6),2,4-triene-8,8'-7,9-dioxa-8-silanuidabicyclo[4.3.0]nona-1,3,5-triene]-8-ylbutanenitrile